ClC1=C(C(=CC=C1)Cl)[N+]#N 2,6-dichlorobenzenediazonium